benzyl (1-((3-bromophenyl)sulfonyl)piperidin-4-yl)carbamate BrC=1C=C(C=CC1)S(=O)(=O)N1CCC(CC1)NC(OCC1=CC=CC=C1)=O